(R)-5-chloro-N-(1-cyclobutylethyl)-6-(4-((6-(dimethylamino)spiro[3.3]hept-2-yl)oxy)-2,6-difluorophenyl)-[1,2,4]triazolo[1,5-a]pyrimidin-7-amine ClC1=NC=2N(C(=C1C1=C(C=C(C=C1F)OC1CC3(C1)CC(C3)N(C)C)F)N[C@H](C)C3CCC3)N=CN2